C(C)(C)(C)OCCCCCC[Si](NC(C)(C)C)(C)Cl 1-(6-(t-butoxy)hexyl)-N-(t-butyl)-1-chloro-1-methylsilaneamine